ethyl prolinate N1[C@@H](CCC1)C(=O)OCC